C(C1=CC=CC=C1)N1S(C(C(C2=C1N=C(N2C2=CC=CC=C2)SC)=O)(C2=CC=CC=C2)CC2=CC=C(C=C2)OC)(=O)=O 1-benzyl-3-(4-methoxybenzyl)-6-(methylthio)-3,5-diphenyl-3,5-dihydroimidazo[4,5-c][1,2]Thiazin-4(1H)-one 2,2-dioxide